2-[7-(methoxymethyl)-8-(prop-2-enamido)naphthalen-2-yl]-N-[(1r,4r)-4-(dimethylamino)cyclohexyl]pyrimidine-4-carboxamide COCC1=CC=C2C=CC(=CC2=C1NC(C=C)=O)C1=NC=CC(=N1)C(=O)NC1CCC(CC1)N(C)C